3-[2-(6-chloro-1-ethyl-7-fluoro-1,3-benzodiazol-5-yl)ethynyl]-5-(methylamino)-1-[(3S)-1-(prop-2-enoyl)pyrrolidin-3-yl]Pyrazole-4-carboxamide ClC=1C(=CC2=C(N(C=N2)CC)C1F)C#CC1=NN(C(=C1C(=O)N)NC)[C@@H]1CN(CC1)C(C=C)=O